N(=[N+]=[N-])C=1C=C(C=CC1)C[C@H](C(=O)OC(C)(C)C)[C@@H]1CN(CC1)C(=O)OC(C)(C)C tert-Butyl (3R)-3-[(1S)-1-[(3-azidophenyl)methyl]-2-tert-butoxy-2-oxo-ethyl]pyrrolidine-1-carboxylate